OCC=1C=C(C(=O)OC)C=CC1OC methyl 3-(hydroxymethyl)-4-methoxybenzoate